N-((3,3-difluorocyclobutyl)methyl)pent-4-en-1-amine FC1(CC(C1)CNCCCC=C)F